CN1C(=NC(=C1)C(F)(F)F)C1=CC=C(C=C1)[C@](C)(O)C1=CNC2=C1N=C(N=C2)C=2C(=NC=CC2)OCC(F)(F)F (S)-1-[4-[1-methyl-4-(trifluoromethyl)imidazol-2-yl]phenyl]-1-[2-[2-(2,2,2-trifluoroethoxy)-3-pyridyl]-5H-pyrrolo[3,2-d]pyrimidin-7-yl]ethanol